9,9'-(ethane-1,2-diyl-bis((2-hydroxyethyl)azanediyl))bisnonanoic acid di(octane-3-yl) ester CCC(CCCCC)OC(CCCCCCCCN(CCN(CCO)CCCCCCCCC(=O)OC(CC)CCCCC)CCO)=O